O1CCC2=C1C(=CC=C2)NC2=NNC1=CC(=CC=C21)[C@@H]2C[C@@]21C=NC2=CC=C(C=C12)OC (1R,2S)-2-{3-[(2,3-dihydro-1-benzofuran-7-yl)amino]-1H-indazol-6-yl}-5'-methoxyspiro[cyclopropane-1,3'-indol]